C(#N)C=1C(=CC(=C2C=NNC12)N1[C@@H](CCC1)C)C1=CC=C(CNC(C2=C(C=CC(=C2)F)OC)=O)C=C1 (R)-N-(4-(7-cyano-4-(2-methylpyrrolidin-1-yl)-1H-indazol-6-yl)benzyl)-5-fluoro-2-methoxybenzamide